C1(CC1)C=1C=CC2=C(N=C(O2)C2CCN(CC2)C2=C(C(N(C3=CC=CC=C23)C)=O)C#N)C1 4-[4-(5-cyclopropyl-1,3-benzoxazol-2-yl)piperidin-1-yl]-1-methyl-2-oxo-1,2-dihydroquinoline-3-carbonitrile